FC(OC=1C=C(C=CC1)C1[C@@H]2CN(C[C@H]12)C(=O)C1CC2(C1)NC(OC2)=O)(F)F 2-((1R,5S,6S)-6-(3-(trifluoromethoxy)phenyl)-3-azabicyclo[3.1.0]hexane-3-carbonyl)-7-oxa-5-azaspiro[3.4]octane-6-one